FC1=CC=C(C=C1)N1N=CC(=C1C=O)C1=CC=C(C(=O)O)C=C1 4-(1-(4-fluorophenyl)-5-formyl-1H-pyrazol-4-yl)benzoic acid